2-(((tert-butyldimethylsilyloxy)methyl)-6-methylpyridin-3-yl)-N-((5-fluoro-2,3-dihydrobenzofuran-4-yl)methyl)-1-iodoimidazo[1,5-c]pyrimidin-5-amine [Si](C)(C)(C(C)(C)C)OCC1=NC(=CC=C1N1CN2C(=NC=CC2=C1I)NCC1=C(C=CC2=C1CCO2)F)C